C1C(CCCCCCCCCCCCCCCC)[Te]1 octadecene telluride